(R)-(E)-14-methyl-8-hexadecenal C[C@@H](CCCC/C=C/CCCCCCC=O)CC